OC[C@@H]1CC=2C(C=3N(C1)N=C1C3CN(CC1)C(=O)OC(C)(C)C)=NOC2 |o1:2| (5R*)-tert-butyl 5-(hydroxymethyl)-5,6,9,10-tetrahydro-4H-isoxazolo[3,4-c]pyrido-[4',3':3,4]pyrazolo[1,5-a]azepine-11(12H)-carboxylate